2-(4-(4-(aminomethyl)-8-ethynyl-1-oxo-1,2-dihydrophthalazin-6-yl)-1-methyl-1H-pyrazol-5-yl)-4-chloro-6-cyclopropoxy-3-fluorobenzonitrile NCC1=NNC(C2=C(C=C(C=C12)C=1C=NN(C1C1=C(C#N)C(=CC(=C1F)Cl)OC1CC1)C)C#C)=O